[Si](C)(C)(C(C)(C)C)OC[C@H](C1=CC(=CC=C1)Cl)N1C(N2C(CC1)=CC(=C2)B2OC(C(O2)(C)C)(C)C)=O (S)-2-(2-((tert-Butyldimethylsilyl)oxy)-1-(3-chlorophenyl)ethyl)-6-(4,4,5,5-tetramethyl-1,3,2-dioxaborolan-2-yl)-3,4-dihydropyrrolo[1,2-c]pyrimidin-1(2H)-one